BrC=1C(=NC=C(N1)Br)NC(=O)C1=NC(=CC=C1)OC N-(3,5-dibromopyrazin-2-yl)-6-methoxypyridinecarboxamide